1-(2-(2-(((3R,4S)-3-fluoro-1-((1-methyl-1H-pyrazol-4-yl)sulfonyl)piperidin-4-yl)amino)-5-(trifluoromethyl)pyrimidin-4-yl)thiazol-5-yl)ethan-1-ol F[C@@H]1CN(CC[C@@H]1NC1=NC=C(C(=N1)C=1SC(=CN1)C(C)O)C(F)(F)F)S(=O)(=O)C=1C=NN(C1)C